1,1,1,3,3,3-Hexafluoropropan-2-yl (±)-1-(((tetrahydro-2H-pyran-4-yl)methyl)carbamoyl)-6-azaspiro[2.5]octan-6-carboxylat O1CCC(CC1)CNC(=O)[C@@H]1CC12CCN(CC2)C(=O)OC(C(F)(F)F)C(F)(F)F |r|